ClC1=C(OCC=2OC(=CN2)C[C@H]2C[C@@H](N(CC2)CC2=NC3=C(N2CC2=CN=CN2CC)C=C(C=C3)C(=O)O)C)C=CC(=C1)Cl 2-{[(2S,4R)-4-({2-[(2,4-dichlorophenoxy)methyl]-1,3-oxazol-5-yl}methyl)-2-methylpiperidin-1-yl]methyl}-1-[(1-ethyl-1H-imidazol-5-yl)methyl]-1H-1,3-benzodiazole-6-carboxylic acid